zirconium (IV)-oxide [O-2].[Zr+4].[O-2]